CN1N=C(C=C1S(=O)(=O)N1CCC2(CC(C2)N2CC3(COC3)C2)CC1)C 6-(7-((1,3-dimethyl-1H-pyrazol-5-yl)sulfonyl)-7-azaspiro[3.5]non-2-yl)-2-oxa-6-azaspiro[3.3]heptane